(R)-1-(4-bromo-5,6,7,8-tetrahydroisoquinolin-8-yl)-3-methoxyurea BrC1=CN=CC=2[C@@H](CCCC12)NC(=O)NOC